5,7-Difluoro-1-(4-(1-(methylsulfonyl)piperidin-4-yl)phenyl)-1H-benzo[d][1,2,3]triazol-6-ol FC1=CC2=C(N(N=N2)C2=CC=C(C=C2)C2CCN(CC2)S(=O)(=O)C)C(=C1O)F